(2S)-methyl 2-(2,6-dichlorobenzamido)-3-(2-(6-guanidinochroman-4-ylamino) acetamido)propanoate ClC1=C(C(=O)N[C@H](C(=O)OC)CNC(CNC2CCOC3=CC=C(C=C23)NC(=N)N)=O)C(=CC=C1)Cl